C(CCC)OC(=O)N1CCN(CC1)C1=NC=C(N=C1)NC=1C(N(C=C(C1)Br)C)=O.ClC=1C=CC=2C(N1)=NN(C2)C2OCCCC2 6-chloro-2-(tetrahydro-2H-pyran-2-yl)-2H-pyrazolo[3,4-b]pyridine Butyl-4-(5-(5-Bromo-1-methyl-2-oxo-1,2-dihydropyridin-3-ylamino)pyrazin-2-yl)piperazine-1-carboxylate